1-(4-isobutylphenyl)-4-nitro-3-phenylbutan-1-one C(C(C)C)C1=CC=C(C=C1)C(CC(C[N+](=O)[O-])C1=CC=CC=C1)=O